perfluorononyl-propyl iodide FC(C(C(F)(F)F)(F)F)(C(C(C(C(C(C(C(C(C(F)(F)F)(F)F)(F)F)(F)F)(F)F)(F)F)(F)F)(F)F)(F)F)I